N-(4-(2-(cyclopropanesulfonamido)pyrimidin-4-yl)tetrahydro-2H-pyran-4-yl)-5-(6-ethoxypyrazin-2-yl)picolinamide C1(CC1)S(=O)(=O)NC1=NC=CC(=N1)C1(CCOCC1)NC(C1=NC=C(C=C1)C1=NC(=CN=C1)OCC)=O